Cl.N1CCC(CC1)C=1SC=NN1 2-(piperidin-4-yl)-1,3,4-thiadiazole hydrochloride